ClC=1N=C(SC1)C=1N=NN(C1)[C@@H]1C[C@@H](SC2=C(C=CC(=C2)Cl)C#N)O[C@@H]([C@@H]1O)CO 5-Chloro-2-cyanophenyl 3-[4-(4-chlorothiazol-2-yl)-1H-1,2,3-triazol-1-yl]-2,3-dideoxy-1-thio-α-D-galactopyranoside